C(C=C)(=O)N1CCC(CC1)C1=NNC2=NC=NC(=C21)NC2=C(C=C(OC1=CC(=NC=C1)N1CC(CC1)C#N)C=C2)F 1-(4-(4-((3-(1-acryloylpiperidin-4-yl)-1H-pyrazolo[3,4-d]pyrimidin-4-yl)amino)-3-fluorophenoxy)pyridin-2-yl)pyrrolidine-3-carbonitrile